COC.[Zr] Zirconium dimethyloxide